4-hydroxy-6,10-dimethylundec-5,9-dien-2-one OC(CC(C)=O)C=C(CCC=C(C)C)C